C(C)[C@H]1[C@H](NC(C12CC2)=O)COC2=CSC=1C2=NC(=C(C1)C(=O)N)OC 3-(((6s,7r)-7-ethyl-4-oxo-5-azaspiro[2.4]hept-6-yl)methoxy)-5-methoxythieno[3,2-b]pyridine-6-carboxamide